NC1=NC=C(C2=C1C(=CS2)C=2C=C1C=CC=C(C1=CC2)C(=O)NC2=CC=CC=C2)C=2C=NN(C2)CCO 6-(4-amino-7-(1-(2-hydroxyethyl)-1H-pyrazol-4-yl)thieno[3,2-c]pyridin-3-yl)-N-phenyl-1-naphthalenecarboxamide